tert-butyl (S)-(6-bromo-2,3-dihydrobenzofuran-3-yl)carbamate BrC1=CC2=C([C@@H](CO2)NC(OC(C)(C)C)=O)C=C1